C1(CC1)C1=CC(=C(C(=C1)[N+](=O)[O-])N[C@H]1[C@H](CCCC1)NC(=O)C1=CC(NC2=CC=CC=C12)=O)C(=O)N1CCN(CC1)C N-((1S,2R)-2-((4-cyclopropyl-2-(4-methylpiperazine-1-carbonyl)-6-nitrophenyl)amino)cyclohexyl)-2-oxo-1,2-dihydroquinoline-4-carboxamide